CC=1C(=C(C(=O)O)C=CC1C(=O)O)C.C(C1=CC=C(C(=O)O)C=C1)(=O)O terephthalic acid (dimethyl terephthalate)